6-chloro-1,3-dihydro-indole ClC1=CC=C2CCNC2=C1